BrC1=C(C=CC=C1OC(F)F)Cl 2-Bromo-1-chloro-3-(difluoromethoxy)benzene